tert-butyl 4-((3-chloro-5-(trifluoromethyl)pyrazin-2-yl)amino)-3-methylpiperidine-1-carboxylate ClC=1C(=NC=C(N1)C(F)(F)F)NC1C(CN(CC1)C(=O)OC(C)(C)C)C